NC1=C(C=C(C=C1)C1=NN(C=C1)C1C(NC(CC1)=O)=O)OS(=O)(=O)F.CC1=C(C=CC(=C1)C(F)(F)F)[N+](=O)[O-] 2-methyl-1-nitro-4-(trifluoromethyl)benzene 2-amino-5-(1-(2,6-dioxopiperidin-3-yl)-1H-pyrazol-3-yl)phenyl-sulfurofluoridate